ClC=1C=CC2=C(N=C(O2)C2CC3(CC(C3)NC(=O)C=3OC(=CC3)S(NC(C(C)C)=O)(=O)=O)C2)C1 N-[6-(5-chloro-1,3-benzoxazol-2-yl)spiro[3.3]heptan-2-yl]-5-(2-methylpropanoylsulfamoyl)furan-2-carboxamide